N[C@H](CC1=C(C=2N=C(N=C(C2S1)NCC1=C(C=NC=C1)F)Cl)C)CC 6-[(2S)-2-aminobutyl]-2-chloro-N-[(3-fluoropyridin-4-yl)methyl]-7-methylthieno[3,2-d]pyrimidin-4-amine